(Rac)-(4-aminoimidazo[1,5-a]quinoxalin-8-yl)(7-(trifluoromethyl)-1,3,4,5-tetrahydro-2H-1,5-methanobenzo[c]azepin-2-yl)methanone NC=1C=2N(C3=CC(=CC=C3N1)C(=O)N1C3C4=C(C(CC1)C3)C=C(C=C4)C(F)(F)F)C=NC2